NCC1CCC(CC1)C(=O)O 4-aminomethyl-cyclohexanecarboxylic acid